2-chloro-4-methylbenzo[d]thiazol-6-ol ClC=1SC2=C(N1)C(=CC(=C2)O)C